C(C)OC(=O)C=1N=C(OC1C)C1=CC=C2C=CN(C2=C1)S(=O)(=O)C1=CC=C(C=C1)C.CS(=O)C=1C=NC=CC1 3-(methylsulfinyl)pyridine ethyl-5-methyl-2-[1-(p-tolylsulfonyl)indol-6-yl]oxazole-4-carboxylate